3-(5-bromo-3-(methoxymethyloxy)pyridin-2-yl)-6-((2,2,6,6-tetramethylpiperidin-4-yl)oxy)pyridazine BrC=1C=C(C(=NC1)C=1N=NC(=CC1)OC1CC(NC(C1)(C)C)(C)C)OCOC